7'-Fluoro-2-methyl-1H,4'H-spiro[isoquinoline-4,1'-naphthalene]-1,3,4'(2H)-trione FC1=CC=C2C(C=CC3(C2=C1)C(N(C(C1=CC=CC=C13)=O)C)=O)=O